Kalium antimonat [Sb]([O-])([O-])([O-])=O.[K+].[K+].[K+]